Cl.Cl.N1=CC=NC=C1 Pyrazine dihydrochloride